1-{2-[(1R)-1-(4-Chlorophenyl)-2-[(5-chloropyridin-2-yl)methyl]-1-methoxy-3-oxo-2,3-dihydro-1H-isoindol-5-yl]-2-hydroxypropyl}imidazolidin-2,4-dion ClC1=CC=C(C=C1)[C@@]1(N(C(C2=CC(=CC=C12)C(CN1C(NC(C1)=O)=O)(C)O)=O)CC1=NC=C(C=C1)Cl)OC